NC1=CC(=CC=C1)N 1,3-diamino-benzene